C(C)(C)OC=1C=C2C(=NNC2=CC1)C=1C=C(C(N(N1)C)=O)N1CCOCC1 6-(5-Isopropoxy-1H-indazol-3-yl)-2-methyl-4-morpholino-pyridazin-3-one